N(=[N+]=[N-])[C@@H]1[C@H]([C@@H]([C@H](O[C@H]1C)NC1=C2N=CN(C2=NC=N1)C1OCCCC1)O)O (2S,3S,4R,5R,6S)-5-azido-6-methyl-2-((9-(tetrahydro-2H-pyran-2-yl)-9H-purin-6-yl)amino)tetrahydro-2H-pyran-3,4-diol